FC=1C=C2C(=C(NC2=C(C1)F)C1=CC=C(C=C1)F)C[C@@H](C(=O)N[C@@H]1C(NC[C@H]1O)=O)C (2S)-3-[5,7-difluoro-2-(4-fluorophenyl)-1H-indol-3-yl]-N-[(3S,4R)-4-hydroxy-2-oxo-pyrrolidin-3-yl]-2-methyl-propanamide